ClCC1=CC(=NO1)C(F)(F)F 5-(chloromethyl)-3-(trifluoromethyl)isoxazole